N-(6-amino-5-ethylpyridin-3-yl)-2-oxo-2-(2-(2'-oxo-1',4'-dihydro-2'H-spiro[cyclopropan-1,3'-quinolin]-6'-yl)piperidin-1-yl)acetamide NC1=C(C=C(C=N1)NC(C(N1C(CCCC1)C=1C=C2CC3(C(NC2=CC1)=O)CC3)=O)=O)CC